N-[4-(Chlorodifluoromethoxy)phenyl]-1-(2,3-dimethoxyphenyl)-6-oxo-1,6-dihydropyridine-3-carboxamide ClC(OC1=CC=C(C=C1)NC(=O)C1=CN(C(C=C1)=O)C1=C(C(=CC=C1)OC)OC)(F)F